ClC=1N=C2C(=NC1)N(C=C2C=2N=C(C1=C(N2)N(C=C1)C)N[C@@H]1[C@H](C2CCC1CC2)C(=O)OCC)C(C2=CC=CC=C2)(C2=CC=CC=C2)C2=CC=CC=C2 (2S,3S)-ethyl 3-((2-(2-chloro-5-trityl-5H-pyrrolo[2,3-b]pyrazin-7-yl)-7-methyl-7H-pyrrolo[2,3-d]pyrimidin-4-yl)amino)bicyclo[2.2.2]octane-2-carboxylate